N-[[6-(3,3-dimethylbutyl)-6-azaspiro[2.5]octan-2-yl]methyl]-6-(2-methylpyrazol-3-yl)pyridazin-3-amine CC(CCN1CCC2(C(C2)CNC=2N=NC(=CC2)C=2N(N=CC2)C)CC1)(C)C